ClC1=NC=C(C=C1NS(=O)(=O)C)C=1C=C2C(=NC=NC2=CC1)NC(C)C1=CC=C(C=C1)O N-(2-chloro-5-(4-((1-(4-hydroxy-phenyl)ethyl)-amino)quinazolin-6-yl)pyridin-3-yl)-methanesulfonamide